{4-(1,1-difluoroethyl)-2,6-dimethylphenyl}hydrazine hydrochloride Cl.FC(C)(F)C1=CC(=C(C(=C1)C)NN)C